ClC1=CC=C2C(=N1)N=C(O2)N2CCN(CC2)C(=O)C=2C=NC(=C(C2)C)OCC2OCC2 [4-(5-chlorooxazolo[4,5-b]pyridin-2-yl)piperazin-1-yl](5-methyl-6-(oxetan-2-ylmethoxy)pyridin-3-yl)methanone